2-[(4-{6-[(4-Cyano-2-fluorobenzyl)oxy]pyridin-2-yl}piperidin-1-yl)methyl]-1-(1,3-oxazol-2-ylmethyl)-1H-benzimidazol C(#N)C1=CC(=C(COC2=CC=CC(=N2)C2CCN(CC2)CC2=NC3=C(N2CC=2OC=CN2)C=CC=C3)C=C1)F